1,3-bis[4-(2-hydroxyethoxy)phenyl]-5,7-dimethyladamantane OCCOC1=CC=C(C=C1)C12CC3(CC(CC(C1)(C3)C)(C2)C)C2=CC=C(C=C2)OCCO